rac-benzyl (1R,2S,4R,6R)-2-(4-bromophenyl)-4-hydroxy-6-((tosyloxy)methyl)cyclohexane-1-carboxylate BrC1=CC=C(C=C1)[C@@H]1[C@H]([C@@H](C[C@@H](C1)O)COS(=O)(=O)C1=CC=C(C)C=C1)C(=O)OCC1=CC=CC=C1 |r|